C(C1=CC=CC=C1)N1N=C(C=C1C)C benzyl-3,5-dimethyl-1H-pyrazole